1-((1H-indol-5-yl)sulfonyl)-N-(4-chlorophenyl)-1H-pyrrole-3-carboxamide N1C=CC2=CC(=CC=C12)S(=O)(=O)N1C=C(C=C1)C(=O)NC1=CC=C(C=C1)Cl